[Si](C)(C)(C(C)(C)C)OC[C@@]1(N(C[C@@H](C1)N1CCCC2=CC(=CC(=C12)C1=C2C(=NC=C1)C=C(S2)CO)Cl)C(=O)OC(C)(C)C)C (2R,4R)-tert-butyl 2-(((tert-butyldimethylsilyl)oxy)methyl)-4-(6-chloro-8-(2-(hydroxymethyl)thieno[3,2-b]pyridin-7-yl)-3,4-dihydroquinolin-1(2H)-yl)-2-methylpyrrolidine-1-carboxylate